1-(4-{4-[2-(pyridin-3-yl)acetamido]-1H-1,2,3-triazol-1-yl}butyl)-N-(pyridin-3-ylmethyl)-1H-1,2,3-triazole-4-carboxamide N1=CC(=CC=C1)CC(=O)NC=1N=NN(C1)CCCCN1N=NC(=C1)C(=O)NCC=1C=NC=CC1